ClC1=NC(=C2C(=N1)N(N=C2)[C@H]2[C@@H]([C@@H]([C@H](O2)CN(C(CP(O)(O)=O)=O)CC(C)C)O)O)NCC2=C(C=CC=C2)Cl (2-((((2R,3S,4R,5R)-5-(6-chloro-4-((2-chlorobenzyl)amino)-1H-pyrazolo[3,4-d]pyrimidin-1-yl)-3,4-dihydroxytetrahydrofuran-2-yl)methyl)(isobutyl)amino)-2-oxoethyl)phosphonic acid